2-((5-bromo-2-chlorophenyl)(cyanomethyl)amino)ethyl methanesulfonate CS(=O)(=O)OCCN(CC#N)C1=C(C=CC(=C1)Br)Cl